5-fluoronicotinonitrile formate salt C(=O)O.FC=1C=NC=C(C#N)C1